(2,3-dimethyl-6-aminophenyl)dimethylphosphine oxide CC1=C(C(=CC=C1C)N)P(C)(C)=O